OC1=C(C(N(C=C1)C)=O)NC(N[C@@H](CC(=O)OCC)C=1C=C(C=C(C1)OC)C1=CC(=CC=C1)OC(F)(F)F)=O Ethyl (S)-3-(3-(4-Hydroxy-1-methyl-2-oxo-1,2-dihydropyridin-3-yl)ureido)-3-(5-methoxy-3'-(trifluoromethoxy)biphenyl-3-yl)propanoat